tert-butyl 4-fluoro-5-[3-[4-fluoro-6-methoxy-2-[4-oxo-4-[(2R,3R,4R,5R)-2,3,4,5,6-pentahydroxyhexoxy]butanoyl]benzothiophen-5-yl]oxypropoxy]-6-methoxy-isoindoline-2-carboxylate FC1=C2CN(CC2=CC(=C1OCCCOC=1C(=CC2=C(C=C(S2)C(CCC(OC[C@H]([C@H]([C@@H]([C@@H](CO)O)O)O)O)=O)=O)C1F)OC)OC)C(=O)OC(C)(C)C